tris(n-butyloxy)aluminium C(CCC)O[Al](OCCCC)OCCCC